NC1CC(C1)OC1=CC=C(C=C1)C1(CCC2(COC2)CC1)C1=CC=C(C=C1)O 4-(7-(4-(3-aminocyclobutoxy)phenyl)-2-oxaspiro[3.5]non-7-yl)phenol